(pyridin-3-ylamino)pyrimidine-5-carboxamide N1=CC(=CC=C1)NC1=NC=C(C=N1)C(=O)N